C1CCC[C@@H]2CCCC[C@@H]12 trans-Decahydronaphthalene